CON1C(C(C2=CC=C(C=C12)C)(C1=CC=C(C=C1)C)C)=O 1-methoxy-3,6-dimethyl-3-(4-methylphenyl)indolin-2-one